OC1N2CC3(COC4=CC=C(C(NS(C(CCC=CCC5CCC15)C)(=O)=O)=O)C=C24)CCCC2=CC=CC=C23 hydroxy-12'-methyl-3,4-dihydro-2H,15'H-spiro[naphthalene-1,22'-[20]oxa[13]thia[1,14]diazatetracyclo[14.7.2.03,6.019,24]pentacosa[8,16,18,24]tetraen]-15'-one 13',13'-dioxide